C(C)OC(CC(=O)C)=O mono-ethylacetoacetate